C(CCCCCCCCCCC)SCC1=C(C(=CC(=C1)CSCCCCCCCCCCCC)C)O 2,4-bis(dodecyl-thiomethyl)-6-methyl-phenol